3-methyl-7-methylidenenonane-1,6-diol CC(CCO)CCC(C(CC)=C)O